6-chloro-4-[3-(6-cyclopropyl-3-pyridyl)-7,8-dihydro-5H-1,6-naphthyridin-6-yl]quinazoline ClC=1C=C2C(=NC=NC2=CC1)N1CC=2C=C(C=NC2CC1)C=1C=NC(=CC1)C1CC1